C(C)OC(C1=CN=CC(=C1)Br)=O 5-bromonicotinic acid ethyl ester